1-((6-chloropyridazin-3-yl)methyl)-4-cyclopentylpiperazine-2,3-dione ClC1=CC=C(N=N1)CN1C(C(N(CC1)C1CCCC1)=O)=O